1-(8-bromo-5-chloro-2-(((5-methylisoxazol-3-yl)methyl)sulfinyl)-4-((4-(trifluoromethyl)phenyl)amino)quinolin-3-yl)ethan-1-one BrC=1C=CC(=C2C(=C(C(=NC12)S(=O)CC1=NOC(=C1)C)C(C)=O)NC1=CC=C(C=C1)C(F)(F)F)Cl